FC=1C(=C(C=CC1F)[C@H]1[C@@H](O[C@]([C@H]1C)(C(F)(F)F)C)C(=O)NC=1C(=NN(C1)C(F)F)C)CO (2R,3S,4S,5R)-3-(3,4-difluoro-2-(hydroxymethyl)phenyl)-N-(1-(difluoromethyl)-3-methyl-1H-pyrazol-4-yl)-4,5-dimethyl-5-(trifluoromethyl)tetrahydrofuran-2-carboxamide